methyl (5S)-3-((6-aminopyridazin-4-yl)methyl)-2-oxo-5-(trifluoromethyl)piperidine-3-carboxylate NC1=CC(=CN=N1)CC1(C(NC[C@H](C1)C(F)(F)F)=O)C(=O)OC